tert-butyl (2S,4R)-4-[tert-butyl (dimethyl)silyl]oxy-2-[1-[(3-phenylmethoxyphenyl)methyl]imidazol-2-yl]pyrrolidine-1-carboxylate [Si](C)(C)(C(C)(C)C)O[C@@H]1C[C@H](N(C1)C(=O)OC(C)(C)C)C=1N(C=CN1)CC1=CC(=CC=C1)OCC1=CC=CC=C1